FC(C1=CC=C(C=C1)N1CCN(C2=CC=CC=C12)CC#N)(F)F 2-(4-(4-(trifluoromethyl)phenyl)-3,4-dihydroquinoxalin-1(2H)-yl)acetonitrile